1-((7aR)-8,8-dimethyl-2,2-dioxidotetrahydro-3H-3a,6-methanobenzo[c]isothiazol-1(4H)-yl)but-3-en-1-one CC1(C23[C@H](N(S(C2)(=O)=O)C(CC=C)=O)CC1CC3)C